N-(benzo[d]thiazol-2-yl)-2-iodoacetamide S1C(=NC2=C1C=CC=C2)NC(CI)=O